trans-tert-butyl (4-(5-(6-chloro-3,4-dihydro-2H-benzo[b][1,4]oxazin-2-yl)-1,3,4-oxadiazol-2-yl)cyclohexyl)carbamate ClC1=CC2=C(OC(CN2)C2=NN=C(O2)[C@@H]2CC[C@H](CC2)NC(OC(C)(C)C)=O)C=C1